C(OCC1=CC=CC=C1)(=O)Cl benzyl carbonochloridate